ClC1=C(C(=CC=C1)F)C1=C(CN(C1)C(=O)OC(C)(C)C)C(=O)OCC 1-tert-butyl 3-ethyl 4-(2-chloro-6-fluorophenyl)-1H-pyrrole-1,3(2H,5H)-dicarboxylate